COC1=C(C=C2C(=NC(=NC2=C1)C)N[C@H](C)C=1C=C(C=C(C1)C(F)(F)F)NC([O-])=O)N[C@@H]1CNCC1 (3-((R)-1-((7-methoxy-2-methyl-6-(((S)-pyrrolidin-3-yl)amino)quinazolin-4-yl)amino)ethyl)-5-(trifluoromethyl)phenyl)carbamate